(1-(1-(4-fluorophenyl)-6-methyl-1H-indazol-5-yl)-3-((2-methyl-2H-1,2,3-triazol-4-yl)sulfonyl)-3-azabicyclo[3.1.0]hexane-6-yl)methanol FC1=CC=C(C=C1)N1N=CC2=CC(=C(C=C12)C)C12CN(CC2C1CO)S(=O)(=O)C1=NN(N=C1)C